2-fluoro-N-(4-methyl-3-(2-((1-methyl-1H-pyrazol-4-yl)amino)-8,9-dihydroimidazo[1',2':1,6]pyrido[2,3-d]pyrimidin-6-yl)phenyl)benzamide formate C(=O)O.FC1=C(C(=O)NC2=CC(=C(C=C2)C)C2=CC3=C(N=C(N=C3)NC=3C=NN(C3)C)N3C2=NCC3)C=CC=C1